ClC1=CC=C(C=C1)N1N=C(C=2C1=NC=C(C2)N(C(C=C)=O)C)C N-(1-(4-chlorophenyl)-3-methyl-1H-pyrazolo[3,4-b]pyridin-5-yl)-N-methylacrylamide